(4-(6-Chloropyrazolo[1,5-a]pyrazin-4-yl)-2-methylbenzyl)carbamic acid tert-butyl ester C(C)(C)(C)OC(NCC1=C(C=C(C=C1)C=1C=2N(C=C(N1)Cl)N=CC2)C)=O